ClC=1C=NC(=NC1)[C@H]([C@H](C)S(=O)(=O)NC1=NN=C(N1C1(CC1)C)C[C@H]1OCCC1)OC (1R,2S)-1-(5-chloropyrimidin-2-yl)-1-methoxy-N-(4-(1-methylcyclopropyl)-5-(((S)-tetrahydrofuran-2-yl)methyl)-4H-1,2,4-triazol-3-yl)propane-2-sulfonamide